tert-butyl (S)-3-((8-carbamoyl-6-(3-(methoxymethyl)-1H-1,2,4-triazol-5-yl)pyrido[3,2-d]pyrimidin-4-yl)amino)piperidine-1-carboxylate C(N)(=O)C1=CC(=NC2=C1N=CN=C2N[C@@H]2CN(CCC2)C(=O)OC(C)(C)C)C2=NC(=NN2)COC